(R)-N-((4-fluorobenzo[b]thiophen-5-yl)methyl)-1-methyl-4-(2-(4-(trifluoromethyl)phenyl)-2H-pyrazolo[3,4-d]pyrimidin-4-yl)piperazine-2-carboxamide FC1=C(C=CC=2SC=CC21)CNC(=O)[C@@H]2N(CCN(C2)C=2C=1C(N=CN2)=NN(C1)C1=CC=C(C=C1)C(F)(F)F)C